(2S,3R,4S,SR)-4-[[3-[6-(difluoromethyl)-2-methoxy-3-pyridyl]-4,5-dimethyl-5-(trifluoromethyl)tetrahydrofuran-2-carbonyl]amino]pyridine-2-carboxamide FC(C1=CC=C(C(=N1)OC)[C@@H]1[C@H](O[C@@]([C@H]1C)(C(F)(F)F)C)C(=O)NC1=CC(=NC=C1)C(=O)N)F |&1:13|